Piperidine-4-carboxamide hydrochloride Cl.N1CCC(CC1)C(=O)N